tert-butyl (1S,3S)-3-butyl-6-methoxy-1-(4-((2-methoxyethyl)carbamoyl)phenyl)-3,4-dihydroisoquinoline-2(1H)-carboxylate C(CCC)[C@@H]1N([C@H](C2=CC=C(C=C2C1)OC)C1=CC=C(C=C1)C(NCCOC)=O)C(=O)OC(C)(C)C